C(#N)C1(CN(C1)C1=CC=CC=C1)N(C(CNC(C)C)=O)[C@@H](C)C1=CC=C(C=C1)C(F)(F)F (S)-N-(3-cyano-1-phenylazetidin-3-yl)-2-(isopropylamino)-N-(1-(4-(trifluoromethyl)phenyl)ethyl)acetamide